C1(=CC=CC=C1)N=C1S(C=C(N1)C1=CC=C(C=C1)OC)C=1C=C(C=CC1)C 2-phenylimino-1-m-tolyl-4-p-methoxyphenyl-thiazole